C(C)(C)C=1C=C(C=C2C(=CNC12)C(NC)=O)C=1C=CC=C2C=C(N=CC12)C=1C=CC(=NC1)C(=O)OC Methyl 5-(8-(7-isopropyl-3-(methylcarbamoyl)-1H-indol-5-yl)isoquinolin-3-yl)picolinate